CC=1C(=NC=2NCCCC2C1)CCCCO[C@H]1CN(CC1)C(C(=O)O)C1=CC=CC=C1 2-((R)-3-(4-(3-methyl-5,6,7,8-tetrahydro-1,8-naphthyridin-2-yl)butoxy)pyrrolidin-1-yl)-2-phenylacetic acid